C1(CC1)C1=NOC(=N1)C=1C=CC(NN1)=O 6-(3-cyclopropyl-1,2,4-oxadiazol-5-yl)-2,3-dihydropyridazin-3-one